(R)-1-(5-chloro-2-((6-methoxy-2-methyl-1,2,3,4-tetrahydroisoquinolin-7-yl)amino)pyrimidin-4-yl)-3-methylindoline-3-carboxylic acid ClC=1C(=NC(=NC1)NC1=C(C=C2CCN(CC2=C1)C)OC)N1C[C@@](C2=CC=CC=C12)(C(=O)O)C